C(#N)C1=CC(=C(COC2=NC3=C4CCN(CC4=CC=C3C=C2)CC2=NC3=C(N2C[C@H]2OCC2)C=C(C=C3)C(=O)OC)C=C1)F Methyl (S)-2-((2-((4-cyano-2-fluorobenzyl) oxy)-9,10-dihydro-1,8-phenanthrolin-8(7H)-yl) methyl)-1-((oxetan-2-yl) methyl)-1H-benzo[d]imidazole-6-carboxylate